[I-].C(C)[N+](CCOCC)(CC)CC N,N,N-triethyl-N-(2-ethoxyethyl)ammonium iodide